(S)-2-((1-(3-(3-isopropylphenyl)-1-methyl-1,2,4-triazol-5-yl)ethyl)carbamoyl)-4-methoxypyridin-3-yl butyrate C(CCC)(=O)OC=1C(=NC=CC1OC)C(N[C@@H](C)C1=NC(=NN1C)C1=CC(=CC=C1)C(C)C)=O